Methyl 3-bromo-2-(2-((tert-butoxycarbonyl)amino)ethoxy)-5-(hydroxymethyl)benzoate BrC=1C(=C(C(=O)OC)C=C(C1)CO)OCCNC(=O)OC(C)(C)C